tert-butyl ((2S,4S)-2-phenyl-1-(2,2,2-trifluoroacetyl)piperidin-4-yl)carbamate C1(=CC=CC=C1)[C@H]1N(CC[C@@H](C1)NC(OC(C)(C)C)=O)C(C(F)(F)F)=O